[Si](C)(C)(C(C)(C)C)OC12COCC(C1)(C2)N2C=CC1=C2N=NC(=C1)C1=C(C=C(C=C1C)C(F)(F)F)OCOC 7-(5-{[tert-butyl(dimethyl)silyl]oxy}-3-oxabicyclo[3.1.1]heptan-1-yl)-3-[2-(methoxymethoxy)-6-methyl-4-(trifluoromethyl)phenyl]-7H-pyrrolo[2,3-c]pyridazine